3-(4-{2-[4-(5-methyl-[1,3,4]oxadiazol-2-yl)-thiazol-2-yloxy]-ethyl}-piperazin-1-yl)-benzo[d]isothiazole CC1=NN=C(O1)C=1N=C(SC1)OCCN1CCN(CC1)C1=NSC2=C1C=CC=C2